CC=1C=2N(C=CN1)C(=NC2C2=CC=C(C=C2)OC=2C=C(C=CC2)C)[C@H]2N(CCCC2)C(C=C)=O (S)-1-(2-(8-methyl-1-(4-(m-tolyloxy)phenyl)imidazo[1,5-a]pyrazin-3-yl)piperidin-1-yl)prop-2-en-1-one